[C+4].C(OCCC)([O-])=O.C(C)COC([O-])=O.C(C)COC([O-])=O.C(C)COC([O-])=O ethylmethyl carbonate carbon